NC(C(=O)O)CC=1C2=C(SC1)C=CC=C2 α-amino-benzo[b]thiophene-3-propanoic acid